N-[(ethoxy)carbonyl]methyl-D-leucyl-L-prolyl-{4-[N'-((2-(methoxy)ethoxy)carbonyl)carbamimidoyl]benzyl}amide hydrochloride Cl.C(C)OC(=O)CN[C@H](CC(C)C)C(=O)N1[C@@H](CCC1)C(=O)[N-]CC1=CC=C(C=C1)C(N)=NC(=O)OCCOC